C(C)(C)[C@@H]1N(CCNC1)C(=O)OC(C)(C)C tert-butyl (2S)-2-isopropylpiperazine-1-carboxylate